NC1=NC=NC=2N(C3=CC=C(C=C3C21)C(F)(F)F)CC(=O)N2C[C@@H](C[C@H]2C(NC2=NC(=CC=C2)Br)=O)CNC(OCC2C1=CC=CC=C1C=1C=CC=CC21)=O (9H-fluoren-9-yl)methyl (((3S,5S)-1-(2-(4-amino-6-(trifluoromethyl)-9H-pyrimido[4,5-b]indol-9-yl)acetyl)-5-((6-bromopyridin-2-yl)carbamoyl)pyrrolidin-3-yl)methyl)carbamate